C(C)(C)(C)OC(=O)N1CCC(C2=CC=CC=C12)C1=CC2=C(N=C(N=C2)NC=2C=NN(C2)CCO)N(C1=O)C.CN(C1=CC(=CC=C1)C1=NC=CC=C1)C N,N-dimethyl-3-(pyridin-2-yl)aniline tert-butyl-4-[2-[[1-(2-hydroxyethyl)pyrazol-4-yl]amino]-8-methyl-7-oxo-pyrido[2,3-d]pyrimidin-6-yl]-3,4-dihydro-2H-quinoline-1-carboxylate